N-(2-(cyclobutyl(2-methoxyethyl)amino)ethyl)-6-methyl-5-((1-methyl-6-((1-methyl-1H-pyrazol-4-yl)amino)-1H-pyrazolo[3,4-d]pyrimidin-3-yl)amino)nicotinamide C1(CCC1)N(CCNC(C1=CN=C(C(=C1)NC1=NN(C2=NC(=NC=C21)NC=2C=NN(C2)C)C)C)=O)CCOC